CN(C=1C=C(CN(C2=NC=CC=C2)CC2=CC(=CC=C2)OC)C=CC1)C N-(3-(dimethylamino)benzyl)-N-(3-methoxybenzyl)pyridin-2-amine